COC1=CC=C(CN2C([C@H](OCCC2)C)=O)C=C1 (R)-4-(4-methoxybenzyl)-2-methyl-1,4-oxazepan-3-one